N-(2-((3S,4R)-3-fluoro-4-methoxypiperidin-1-yl)pyrimidin-4-yl)-1-isopropyl-4-((2R,3S)-2-methyl-3-(methylsulfonylmethyl)azetidin-1-yl)pyrido[4,3-d]pyridazin-7-amine F[C@H]1CN(CC[C@H]1OC)C1=NC=CC(=N1)NC1=CC=2C(=NN=C(C2C=N1)N1[C@@H]([C@H](C1)CS(=O)(=O)C)C)C(C)C